C(=O)O.ClC=1C=CC(=C(C1)C1=CC=C2C(=CN=NC2=C1)NCC1=C(C=C(C=C1)OC)OC)OC1C[C@H](O[C@H](C1)C)C 7-(5-chloro-2-{[(2R,4R,6S)-2,6-dimethyloxan-4-yl]oxy}phenyl)-N-[(2,4-dimethoxyphenyl)methyl]cinnolin-4-amine Formic Acid Salt